ClC=1C(=CC=2N(C(C(=C(N2)C(F)(F)F)I)=O)C1)OC 7-Chloro-3-iodo-8-methoxy-2-(trifluoromethyl)-4H-pyrido[1,2-a]pyrimidin-4-one